hexadecyl-trihexyl-phosphonium C(CCCCCCCCCCCCCCC)[P+](CCCCCC)(CCCCCC)CCCCCC